C(=O)NNC(C[C@@H]1CC[C@H](CO1)NC(OC(C)(C)C)=O)=O Tert-butyl {(3R,6S)-6-[2-(2-formylhydrazino)-2-oxoethyl]tetrahydro-2H-pyran-3-yl}carbamate